2-((3-benzoyl-6-fluorophenylfuran-2-yl)methyl)-2-bromomalonic acid diethyl ester C(C)OC(C(C(=O)OCC)(Br)CC=1OC=CC1C1=CC(=CC=C1F)C(C1=CC=CC=C1)=O)=O